O1[C@@H](CC1)CN1C(=NC2=C1C=C(C=C2)C(=O)O)CN2CCC(CC2)OC2=NC(=NC=C2)COC2=C(C=C(C(=C2)F)F)F 1-{[(2S)-oxetan-2-yl]methyl}-2-{[4-({2-[(2,4,5-trifluorophenoxy)methyl]pyrimidin-4-yl}oxy)piperidin-1-yl]methyl}-1H-1,3-benzodiazole-6-carboxylic acid